3,3'-(1,2-phenylene)bis[1-(4-vinylbenzyl)-5-methyl-1H-1,2,4-triazole] C1(=C(C=CC=C1)C1=NN(C(=N1)C)CC1=CC=C(C=C1)C=C)C1=NN(C(=N1)C)CC1=CC=C(C=C1)C=C